CC1N(C1)P(OC1=CC=CC=C1)(OC1=CC=CC=C1)=O diphenyl (2-methylaziridin-1-yl)phosphonate